FC1=CC(=C(OC=2N=NC(=C(C2C(=O)OC)I)C(F)(F)F)C=C1)C methyl 3-(4-fluoro-2-methyl-phenoxy)-5-iodo-6-(trifluoromethyl)pyridazine-4-carboxylate